diethyl (4-(((4-formyl-2,3-dihydro-1H-xanthen-6-yl)oxy) methyl)phenyl) phosphate P(=O)(OCC)(OCC)OC1=CC=C(C=C1)COC=1C=C2OC3=C(CCCC3=CC2=CC1)C=O